4-((S)-1-((R)-1-((1-(2,4-difluorobenzyl)-1H-imidazol-4-yl)amino)-1-oxopropan-2-yl)-4,4-difluoropiperidin-3-yl)pyridine 1-oxide FC1=C(CN2C=NC(=C2)NC([C@@H](C)N2C[C@@H](C(CC2)(F)F)C2=CC=[N+](C=C2)[O-])=O)C=CC(=C1)F